C(\C=C/CCCCCC)OC(CCCCCCCO)=O (Z)-non-2-en-1-yl-8-hydroxyoctanoate